C(C)(C)(C)[Si](O[C@H]1[C@@H](CNC[C@@H]1C)NC(O)=O)(C)C ((3R,4R,5S)-4-{[tert-butyl-(dimethyl)silyl]oxy}-5-methylpiperidin-3-yl)carbamic acid